Cl.NCCOC=1C(OC2=C(C1)C=CC=C2)=O (2-aminoethoxy)-2H-benzopyran-2-one hydrochloride